3,3-dimethyl-1-hexyl methacrylate C(C(=C)C)(=O)OCCC(CCC)(C)C